O1C(CCCC1)N1N=C(C(=C1)B1OC(C(O1)(C)C)(C)C)C1=CN=CS1 5-(1-(tetrahydro-2H-pyran-2-yl)-4-(4,4,5,5-tetramethyl-1,3,2-dioxaborolan-2-yl)-1H-pyrazol-3-yl)thiazole